zinc bis-(methylphosphinate) CP([O-])=O.CP([O-])=O.[Zn+2]